3-(2-(2-chlorophenyl)-1H-indole-1-yl)isobenzofuran ClC1=C(C=CC=C1)C=1N(C2=CC=CC=C2C1)C=1OC=C2C=CC=CC12